(R)-4-(amino(phenyl)methyl)piperidine-1-carboxylic acid tert-butyl ester C(C)(C)(C)OC(=O)N1CCC(CC1)[C@H](C1=CC=CC=C1)N